2,3,4-Trifluoroaniline FC1=C(N)C=CC(=C1F)F